N-hydroxy-3-(methyl-(7H-pyrrolo[2,3-D]pyrimidin-4-yl)amino)cyclobutane-1-carboxamide ONC(=O)C1CC(C1)N(C=1C2=C(N=CN1)NC=C2)C